(1-(4-chlorophenyl)-7-fluoro-5-[(1S)-1-hydroxy-1-(oxan-4-yl)propyl]-1-methoxy-3-oxo-2,3-dihydro-1H-isoindol-2-yl)-2-methylpropanoic acid ClC1=CC=C(C=C1)C1(N(C(C2=CC(=CC(=C12)F)[C@](CC)(C1CCOCC1)O)=O)C(C(=O)O)(C)C)OC